C(C1=CC=CC=C1)OC1=CC(=NC(=C1C=O)C)Cl 4-(benzyloxy)-6-chloro-2-methylnicotinaldehyde